tert-butyl 2-(8-(2-(((tert-butyldimethylsilyl)oxy)methyl)thieno[3,2-b]pyridin-7-yl)-6-chloro-3,4-dihydroquinolin-1(2H)-yl)-5-azaspiro[3.4]octane-5-carboxylate [Si](C)(C)(C(C)(C)C)OCC1=CC2=NC=CC(=C2S1)C=1C=C(C=C2CCCN(C12)C1CC2(C1)N(CCC2)C(=O)OC(C)(C)C)Cl